O=C1N(CC2=C(C=CC=C12)SCC=1N=C(SC1)CN1CCCCC1)C1C(NC(CC1)=O)=O 3-(1-oxo-4-(((2-(piperidin-1-ylmethyl)thiazol-4-yl)methyl)thio)isoindolin-2-yl)piperidine-2,6-dione